bismuth potassium sodium copper iron niobium [Nb].[Fe].[Cu].[Na].[K].[Bi]